6-(((S)-2-isopropyl-4-methylpiperazin-1-yl)methyl)-4-(trifluoromethyl)isoindolin-1-one C(C)(C)[C@@H]1N(CCN(C1)C)CC1=CC(=C2CNC(C2=C1)=O)C(F)(F)F